FC1=CC=C(C=C1)C1OC1 2-(4-Fluorophenyl)oxirane